BrC1=C(C=C2C(=NC(=NC2=C1)C)N[C@H](C)C1=C(C(=CC=C1)C(F)F)F)I (R)-7-bromo-N-(1-(3-(difluoromethyl)-2-fluorophenyl)ethyl)-6-iodo-2-methylquinazoline-4-Amine